C(C)(C)(C)OC(=O)N1CC(C1)CCCCCCCCCCC(=O)O 11-[1-(tert-butoxycarbonyl)azetidin-3-yl]undecanoic acid